C(CCC)N1C=C(C2=CC=CC=C12)C1N([C@H](CC=2C3=CC=CC=C3NC12)C(=O)O)C(=O)OC(C)(C)C (3R)-1-(1-butylindol-3-yl)-2-tert-butoxycarbonyl-1,2,3,4-tetrahydro-β-carboline-3-carboxylic acid